C[Si](OC(C)(C)C)(OC(C)(C)C)OC(C)(C)C Methyltrit-butoxysilane